4-amino-N-(2-dimethylaminoethyl)-2-ethyl-butyramide dihydrochloride Cl.Cl.NCCC(C(=O)NCCN(C)C)CC